(S)-2-amino-4-(2-iodoethoxy)butanoic acid N[C@H](C(=O)O)CCOCCI